OCC[N+](CC(COCCCCCCCC\C=C/CCCCCCCC)OCCCCCCCC\C=C/CCCCCCCC)(C)C N-(2-hydroxyethyl)-N,N-dimethyl-2,3-bis(((Z)-octadec-9-en-1-yl)oxy)propan-1-aminium